Methyl (S)-2-((tert-butoxycarbonyl)amino)-3-(7-fluoro-6-methylquinolin-3-yl)propanoate C(C)(C)(C)OC(=O)N[C@H](C(=O)OC)CC=1C=NC2=CC(=C(C=C2C1)C)F